C(C)N1CCN(CC1)C1=C(CN2CC3(C2)CCN(CC3)C(=O)OC(C(F)(F)F)C(F)(F)F)C(=CC=C1)C(F)(F)F 1,1,1,3,3,3-Hexafluoropropan-2-yl 2-(2-(4-ethylpiperazin-1-yl)-6-(trifluoromethyl)benzyl)-2,7-diazaspiro[3.5]nonane-7-carboxylate